4-(7-bromo-2-(((2R,7aS)-2-fluorotetrahydro-1H-pyrrolizin-7a(5H)-yl)methoxy)-6-(trifluoromethyl)pyrido[3,2-d]pyrimidin-4-yl)-1,4-oxazepane BrC1=CC=2N=C(N=C(C2N=C1C(F)(F)F)N1CCOCCC1)OC[C@]12CCCN2C[C@@H](C1)F